C(C)(C)(C)NC(CN(C=1C2=C(N=C(N1)C1=NC=C(C=C1)C)CCC2)C)=O N-tert-butyl-2-{methyl[2-(5-methylpyridin-2-yl)-5H,6H,7H-cyclopenta[d]pyrimidin-4-yl]amino}acetamide